C(C)N1C(=NN(C1=O)C=1C=C2C(=CN(C(C2=CC1F)=O)C(CC)CC)C(C)C)CO 6-(4-Ethyl-3-(hydroxymethyl)-5-oxo-4,5-dihydro-1H-1,2,4-triazol-1-yl)-7-fluoro-4-isopropyl-2-(pentan-3-yl)isoquinolin-1(2H)-one